FC(C=1C(=C(C=CC1)[C@@H](C)NC=1C=2C(N=C(N1)OC)=C(C(N(C2)C2(CC2)C(F)F)=O)F)F)F (R)-4-((1-(3-(Difluoromethyl)-2-fluorophenyl)ethyl)amino)-6-(1-(Difluoromethyl)cyclopropyl)-8-Fluoro-2-methoxypyrido[4,3-d]pyrimidin-7(6H)-one